2-(3,5-dichloro-4-((6-oxo-1-phenyl-1,6-dihydropyridin-3-yl)oxy)phenyl)-3,5-dioxo-2,3,4,5-tetrahydro-1,2,4-triazine-6-carbonitrile ClC=1C=C(C=C(C1OC1=CN(C(C=C1)=O)C1=CC=CC=C1)Cl)N1N=C(C(NC1=O)=O)C#N